2-(4-((4-(4-ethoxyphenyl)-5-oxo-4,5-dihydro-1H-1,2,4-triazol-1-yl)methyl)-2,6-dimethylphenoxy)-2-methylpropanoic acid C(C)OC1=CC=C(C=C1)N1C=NN(C1=O)CC1=CC(=C(OC(C(=O)O)(C)C)C(=C1)C)C